fructosyl-glycine OCC1([C@@H](O)[C@H](O)[C@H](O1)CO)NCC(=O)O